methyl (2S)-2-[[(2S)-3-cyclopropyl-2-[(4-methoxy-1H-indole-2-carbonyl)amino]propanoyl]amino]-3-[(3R)-5,5-dimethyl-2-oxo-pyrrolidin-3-yl]propanoate C1(CC1)C[C@@H](C(=O)N[C@H](C(=O)OC)C[C@H]1C(NC(C1)(C)C)=O)NC(=O)C=1NC2=CC=CC(=C2C1)OC